NC1=C(C=C(C=C1)N1CCN(CC1)C)NC[C@@H](CCCOC1=C(C=C(C=C1)F)C1=CC(=CN(C1=O)C)C(=O)OC)C methyl 5-(2-{[(4R)-5-{[2-amino-5-(4-methylpiperazin-1-yl) phenyl] amino}-4-methylpentyl] oxy}-5-fluorophenyl)-1-methyl-6-oxopyridine-3-carboxylate